ClC1=C(C=C(OCC(=O)N[C@@H]2CC[C@H](CC2)NC(OC(C)(C)C)=O)C=C1)F trans-tert-butyl (4-(2-(4-chloro-3-fluorophenoxy)acetamido)cyclohexyl)carbamate